O1C(=CC2=C1C=CC=C2)C2=CC(=C(S2)C(=O)N[C@@H]2CN(CCC2)C(=O)OC(C)(C)C)NC(=O)N tert-butyl (S)-3-(5-(benzofuran-2-yl)-3-ureidothiophene-2-carboxamido)piperidine-1-carboxylate